ethyl (6R)-6-{4-[3-(1,3-thiazol-4-yl)pyridin-2-yl]piperazinyl}-2-azaspiro[3.4]octane-2-carboxylate S1C=NC(=C1)C=1C(=NC=CC1)N1CCN(CC1)[C@H]1CC2(CN(C2)C(=O)OCC)CC1